3-(1-(4-chlorobenzyl)-1H-pyrazol-4-yl)-7,8-dihydroxy-2-(trifluoromethyl)-4H-chromen-4-one ClC1=CC=C(CN2N=CC(=C2)C2=C(OC3=C(C(=CC=C3C2=O)O)O)C(F)(F)F)C=C1